C1(CCCCC1)C(=C)C(CCC=C)=O 2-cyclohexyl-1,6-heptadien-3-one